CC1=CC=CC(=N1)C1=NNC=C1C1=NC2=CC(=CN=C2C=C1)N1CCN(CCC1)CC1NCCC1 2-[3-(6-methyl-2-pyridyl)-1H-pyrazol-4-yl]-7-[4-(pyrrolidin-2-ylmethyl)-1,4-diazepan-1-yl]-1,5-naphthyridine